methyl 6-chloro-1,5-naphthyridine-4-carboxylate ClC=1N=C2C(=CC=NC2=CC1)C(=O)OC